diethyl-(cyclohexylmethyl) succinate C(CCC(=O)[O-])(=O)OC(C1CCCCC1)(CC)CC